di(isodecyl) phenyl phosphite P(OCCCCCCCC(C)C)(OCCCCCCCC(C)C)OC1=CC=CC=C1